(E)-4-((2,6-Dimethoxyphenyl)diazenyl)-3,5-dimethoxyphenyl Tridecanoate C(CCCCCCCCCCCC)(=O)OC1=CC(=C(C(=C1)OC)\N=N\C1=C(C=CC=C1OC)OC)OC